O=C1CC[C@@H](O1)C(=O)OC[C@]1(O[C@H]([C@@H]([C@@H]1O)O)C1=CC=C2C(=NC=NN21)N)C#N ((2R,3S,4R,5S)-5-(4-aminopyrrolo[2,1-f][1,2,4]triazin-7-yl)-2-cyano-3,4-dihydroxytetrahydrofuran-2-yl)methyl (R)-5-oxotetrahydrofuran-2-carboxylate